3-(4-cyano-4-((methylamino)methyl)piperidin-1-yl)-6-(2,3-dichlorophenyl)-5-methylpyrazine-2-carboxylic acid ethyl ester C(C)OC(=O)C1=NC(=C(N=C1N1CCC(CC1)(CNC)C#N)C)C1=C(C(=CC=C1)Cl)Cl